FC1=C(C(=CC(=C1)NCCNC)F)N1C(N(C=2N=CC(=CC2C=2C(=CC(=CC12)C#N)F)F)CC)=O 10-(2,6-difluoro-4-{[2-(methylamino)ethyl]amino}phenyl)-8-ethyl-4,15-difluoro-9-oxo-6,8,10-triazatricyclo[9.4.0.02,7]pentadeca-1(11),2(7),3,5,12,14-hexaene-13-carbonitrile